FC(C(=O)O)(F)F.COC=1C=C(C=C(C1)C)NC1=NC=C(C(=N1)NC=1C=C(C2=C(NC(O2)=O)C1)F)F 5-(2-(3-methoxy-5-methylphenylamino)-5-fluoropyrimidin-4-ylamino)-7-fluorobenzo[d]oxazol-2(3H)-one trifluoroacetate salt